N6-methyl-5-oxo-2-(1,2,3,4-tetrahydronaphthalene-2-carboxamido)hexanediamide CNC(C(CCC(C(=O)N)NC(=O)C1CC2=CC=CC=C2CC1)=O)=O